Cl.FC(CN1N=C(C(=C1)C1=CN=C(N1C)C(=O)NC1=CC=C(C=C1)S(=O)(=O)N1CCNCC1)C(F)(F)F)F 5-(1-(2,2-difluoroethyl)-3-(trifluoromethyl)-1H-pyrazol-4-yl)-1-methyl-N-(4-(piperazin-1-ylsulfonyl)phenyl)-1H-imidazole-2-carboxamide hydrochloride